CN(CCC1=CNC2=CC=CC(=C12)OC1OC(C(C(C1O)O)O)C)C 2-((3-(2-(dimethylamino)ethyl)-1H-indol-4-yl)oxy)-6-methyltetrahydro-2H-pyran-3,4,5-triol